2-amino-3-((1R,4R)-3-oxo-2-azabicyclo[2.2.1]heptan-4-yl)propanenitrile NC(C#N)C[C@]12C(N[C@H](CC1)C2)=O